(3-((1s,3s)-3-(cyanomethyl)-1-(4-methyl-4H-1,2,4-triazol-3-yl)cyclobutyl)phenyl)-7,7-difluoro-4-(hydroxymethyl)-6,7-dihydro-5H-cyclopenta[b]pyridine-2-carboxamide C(#N)CC1CC(C1)(C1=NN=CN1C)C=1C=C(C=CC1)C=1C(=C2C(=NC1C(=O)N)C(CC2)(F)F)CO